C=1(C=CC=C2C=CC=3C4=C(SC3C12)C=CC=C4)O benzo[b]naphtho[2,1-d]thiophen-1-ol